(S,E)-N-((2,6-Diisopropylphenyl)carbamoyl)-2-(pyrrolidin-2-yl)ethensulfonamid C(C)(C)C1=C(C(=CC=C1)C(C)C)NC(=O)NS(=O)(=O)\C=C\[C@H]1NCCC1